2-[4-fluoro-1-oxo-6-[1-(4-piperidyl)triazol-4-yl]isoindolin-2-yl]-N-thiazol-2-yl-acetamide hydrochloride Cl.FC1=C2CN(C(C2=CC(=C1)C=1N=NN(C1)C1CCNCC1)=O)CC(=O)NC=1SC=CN1